(Z)-S-(2-(N-((4-amino-2-methylpyrimidin-5-yl)methyl)formamido)-5-hydroxypent-2-en-3-yl) 5-chloro-2-(2-chlorophenoxy)benzothioate ClC=1C=CC(=C(C(S\C(=C(\C)/N(C=O)CC=2C(=NC(=NC2)C)N)\CCO)=O)C1)OC1=C(C=CC=C1)Cl